COC1=C(CNS(=O)(=O)C2=C(C=CC(=C2)[N+](=O)[O-])N2N=CC(=C2)NCC(F)(F)F)C=CC(=C1)OC N-(2,4-dimethoxybenzyl)-5-nitro-2-{4-[(2,2,2-trifluoroethyl)amino]-1H-pyrazol-1-yl}benzenesulfonamide